(3S,4R)-1-tert-butoxycarbonyl-3-hydroxy-piperidine-4-carboxylic acid C(C)(C)(C)OC(=O)N1C[C@H]([C@@H](CC1)C(=O)O)O